ClC1=NC=C(C(=N1)C1=CN=C2N1C=C(C=C2)C(F)(F)F)C 3-(2-chloro-5-methylpyrimidin-4-yl)-6-(trifluoromethyl)imidazo[1,2-a]Pyridine